C(C1=CC=CC=C1)C=1C(=NNC1)C 4-benzyl-3-methyl-1H-pyrazol